5-chloro-7-(N-(3-ethynyl-2,4-difluorophenyl) sulfamoyl)-2,3-dihydrobenzofuran-3-yl acetate C(C)(=O)OC1COC2=C1C=C(C=C2S(NC2=C(C(=C(C=C2)F)C#C)F)(=O)=O)Cl